CC(=O)C1=CC=C(C=C1)C(C[TeH])C 1-methylcarbonyl-4-(1-methylhydrotelluro-ethyl)benzene